8-bromo-4-(4,4,4-trifluorobutyl)-2-(trifluoromethyl)quinazolin-5-ol BrC1=CC=C(C=2C(=NC(=NC12)C(F)(F)F)CCCC(F)(F)F)O